N1C=CC2=CC=C(C=C12)C1=CC=C(CN2C=CC3=CC(=CC=C23)N2N=C(C=C2C)C(=O)N)C=C1 1-(1-(4-(1H-indol-6-yl)benzyl)-1H-indol-5-yl)-5-methyl-1H-pyrazole-3-carboxamide